(5-CHLORO-2-METHOXYPHENYL)ACETAMIDE ClC=1C=CC(=C(C1)CC(=O)N)OC